S(=O)(=O)(C1=CC=C(C)C=C1)OCCOCCOCCOS(=O)(=O)C1=CC=C(C)C=C1 triethylene glycol ditosylate